CC1(OC(C(C(O1)=O)=CNC1=CC(CCC1)=O)=O)C 2,2-dimethyl-5-{[(3-oxocyclohex-1-en-1-yl)amino]methylidene}-1,3-dioxane-4,6-dione